N-[4-(2-cyanophenyl)thiazol-2-yl]-4-morpholino-benzamide C(#N)C1=C(C=CC=C1)C=1N=C(SC1)NC(C1=CC=C(C=C1)N1CCOCC1)=O